5-chloro-N-(1-(difluoromethyl)cyclopropyl)-1-(trimethylstannyl)imidazo[1,5-a]pyridine-7-sulfonamide ClC1=CC(=CC=2N1C=NC2[Sn](C)(C)C)S(=O)(=O)NC2(CC2)C(F)F